CN1CCN(CC1)C(=O)N[C@H](C(=O)OCC1=CC=CC=C1)CCCNC(=N)NS(=O)(=O)C=1C(=C(C2=C(CC(O2)(C)C)C1C)C)C (S)-Benzyl 2-(4-methylpiperazine-1-carboxamido)-5-(3-(2,2,4,6,7-pentamethyl-2,3-dihydrobenzofuran-5-ylsulfonyl)guanidino)pentanoate